1,4-diaza-bicyclooctane N1(CCNCCCC1)C1CCCCCCC1